(2R)-2-amino-3-(1-methylcyclobutyl)propan-1-ol N[C@@H](CO)CC1(CCC1)C